N1=CC(=CC=C1)N1CCN(CC1)CCN 2-(4-(pyridin-3-yl)piperazin-1-yl)ethylamine